(3S,6S,12aS)-6-isobutyl-9-methoxy-3-(3-oxo-3-(pyrrolidin-1-yl)propyl)-2,3,12,12a-tetrahydropyrazino[1',2':1,6]pyrido[3,4-b]indole-1,4(6H,7H)-dione C(C(C)C)[C@@H]1N2[C@@H](CC3=C1NC=1C=C(C=CC31)OC)C(N[C@H](C2=O)CCC(N2CCCC2)=O)=O